ClC1=C(C=C(C(=C1)Cl)N1N=C(C=2C1=NC=CC2)C2=CC=C(C=C2)C(F)(F)F)NC(C(=C)F)=O N-(2,4-dichloro-5-(3-(4-(trifluoromethyl)phenyl)-1H-pyrazolo[3,4-b]pyridin-1-yl)phenyl)-2-fluoroacrylamide